6-(3-Amino-6-(1-(1-(2-methoxyethyl)azetidin-3-yl)-1H-pyrazol-4-yl)pyrazin-2-yl)-2-(2,6-dichloro-3,5-dimethoxyphenyl)-4-methylpyridazin-3(2H)-on NC=1C(=NC(=CN1)C=1C=NN(C1)C1CN(C1)CCOC)C=1C=C(C(N(N1)C1=C(C(=CC(=C1Cl)OC)OC)Cl)=O)C